FC1=C(C(=CC=C1C=1CNC(C1)C)O)N1CC(NS1(=O)=O)=O 5-(2-fluoro-6-hydroxy-3-(5-methyl-2,5-dihydro-1H-pyrrol-3-yl)phenyl)-1,2,5-thiadiazolidin-3-one 1,1-dioxide